N-(4-(4-amino-7-methyl-5-(4-((3-methyl-2,4-dioxoimidazolidin-1-yl)methyl)phenyl)-7H-pyrrolo[2,3-d]pyrimidin-6-yl)phenyl)methacrylamide NC=1C2=C(N=CN1)N(C(=C2C2=CC=C(C=C2)CN2C(N(C(C2)=O)C)=O)C2=CC=C(C=C2)NC(C(=C)C)=O)C